2,2-dimethyl-6-[3-(pyridin-4-yl)-1,2,4-oxadiazol-5-yl]-3,4-dihydro-2H-1-benzopyran-4-one CC1(OC2=C(C(C1)=O)C=C(C=C2)C2=NC(=NO2)C2=CC=NC=C2)C